O1CC(=CC1)C=1C=NC(=NC1)N 5-(2,5-dihydrofuran-3-yl)pyrimidin-2-amine